C(C)(C)(C)OC(=O)N1C(C2C3C=CC(C2C1)C3)C(=O)O 2-(tert-butoxycarbonyl)-2,3,3a,4,7,7a-hexahydro-1H-4,7-methanoisoindole-1-carboxylic acid